flavonon O1C(C(C(=O)C2=CC=CC=C12)=O)C1=CC=CC=C1